(1R,2S)-1-CYCLOBUTYL-N,N-BIS(4-METHOXYBENZYL)-2-METHYLPENT-4-ENE-1-SULFONAMIDE C1(CCC1)[C@@H]([C@H](CC=C)C)S(=O)(=O)N(CC1=CC=C(C=C1)OC)CC1=CC=C(C=C1)OC